para-propyl-benzene copper-cobalt oxygen [O].[Co].[Cu].C(CC)C1=CC=CC=C1